(E)-2,4-difluoro-N-(2-methoxy-5-(4-((1-(4-oxopent-2-enoyl)pyrrolidin-3-yl)amino)quinazolin-6-yl)pyridin-3-yl)benzene-sulfonamide FC1=C(C=CC(=C1)F)S(=O)(=O)NC=1C(=NC=C(C1)C=1C=C2C(=NC=NC2=CC1)NC1CN(CC1)C(\C=C\C(C)=O)=O)OC